3-chloro-2,4-difluoro-N-[4-fluoro-5-(2-morpholin-4-ylpyrimidin-5-yl)-2-[(3R,5S)-3,4,5-trimethylpiperazin-1-yl]phenyl]benzamide ClC=1C(=C(C(=O)NC2=C(C=C(C(=C2)C=2C=NC(=NC2)N2CCOCC2)F)N2C[C@H](N([C@H](C2)C)C)C)C=CC1F)F